FC1=CC=C(C=C1)C(C(CCC(=O)OCC)N1N=CC(=C1)[N+](=O)[O-])=O ethyl 5-(4-fluorophenyl)-4-(4-nitro-1H-pyrazol-1-yl)-5-oxopentanoate